3-(4-amino-2,5-difluoro-phenyl)propanenitrile NC1=CC(=C(C=C1F)CCC#N)F